C(C)(C)(C)C(=O)N1[C@H](COCC1)C(=O)O (R)-4-(tert-butylcarbonyl)morpholine-3-carboxylic acid